ClC=1C2=C(N=CN1)N(CC2(C=O)C)CC2=C(C=C(C=C2)OC)OC 4-chloro-7-(2,4-dimethoxybenzyl)-5-methyl-6,7-dihydro-5H-pyrrolo[2,3-d]pyrimidine-5-carbaldehyde